Cl\C(=C(/C=O)\C)\C1=CC=CC=C1 (Z)-3-CHLORO-2-METHYL-3-PHENYL-ACRYLALDEHYDE